((difluoromethyl)sulfonyl)-N-(3-(trimethylsilyl)prop-2-yn-1-yl)-2,3-dihydrobenzofuran-7-amine FC(S(=O)(=O)C1OC2=C(C1)C=CC=C2NCC#C[Si](C)(C)C)F